OCC=1C=C(C=CC1)NC=1N=C(N=NC1C(=O)N)NC=1C=C2CCNCC2=CC1OC ((3-(hydroxymethyl)phenyl)amino)-3-((7-methoxy-1,2,3,4-tetrahydroisoquinolin-6-yl)amino)-1,2,4-triazine-6-carboxamide